OC1(C(N(C2=CC=C(C=C12)C)C)=O)CC(=O)C1=CC2=CC=CC=C2C=C1 3-hydroxy-1,5-dimethyl-3-(2-(naphthalen-2-yl)-2-oxoethyl)indol-2-one